(4S)-4-(4-(4-((2,6-dioxopiperidin-3-yl)amino)-2-fluorophenyl)piperazin-1-yl)-3,3-difluoropiperidine O=C1NC(CCC1NC1=CC(=C(C=C1)N1CCN(CC1)[C@@H]1C(CNCC1)(F)F)F)=O